5'-(((1S,2S,4R)-rel-2-amino-7-azabicyclo[2.2.1]heptan-7-yl)methyl)-2'-(6,7-difluoro-1-(2-hydroxy-2-methylpropyl)-1H-benzo[d][1,2,3]triazol-5-yl)-3-fluoro-[1,1'-biphenyl]-4-carbonitrile N[C@@H]1[C@@H]2CC[C@H](C1)N2CC=2C=CC(=C(C2)C2=CC(=C(C=C2)C#N)F)C2=CC1=C(N(N=N1)CC(C)(C)O)C(=C2F)F |o1:1,2,5|